SCC(C(=O)OC(CC)OC(C(CS)C)=O)C propanediol bis(3-mercapto-2-methylpropionate)